OC1=C(C2=C(N(C1=O)CC=1C=NN(C1)C1=CC=C(C=C1)NS(=O)(=O)C)C=CS2)C(=O)O 6-hydroxy-4-({1-[4-(methylsulfonamido)phenyl]-1H-pyrazol-4-yl}methyl)-5-oxo-4,5-dihydrothieno[3,2-b]pyridine-7-carboxylic acid